N[C@@H]1C[C@@H](CC1)NC(NC1=CC(=NC=C1)C1=CC=CC2=C1OC(CO2)C[NH-])=O (8-{4-[3-((1R,3S)-3-aminocyclopentyl)-ureido]-pyridin-2-yl}-2,3-dihydro-benzo[1,4]dioxin-2-ylmethyl)-amid